C(C1=CC=CC=C1)C1=CC(=NN1CC1=CC=C(C(=O)NO)C=C1)C1=CC2=C(N(N=N2)C)C=C1 4-{[5-benzyl-3-(1-methyl-1H-benzo[d][1,2,3]triazol-5-yl)-1H-pyrazol-1-yl]methyl}-N-hydroxybenzamide